COC=1C=C2C(=NC(=NC2=CC1OC)C)NC(C)C1=CC=C(S1)C=1C=C(C=CC1)/C=C/C#N (2E)-3-[3-(5-{1-[(6,7-dimethoxy-2-methylquinazolin-4-yl)amino]-ethyl}thiophen-2-yl)phenyl]-prop-2-enenitrile